(R)-3-(1-aminoethyl)-5-(trifluoromethyl)benzidine hydrochloride Cl.N[C@H](C)C=1C=C(C=C(C1N)C(F)(F)F)C1=CC=C(N)C=C1